1,1'-(heptane-1,7-diyl)bis(6-chloro-7-(naphthalen-1-ylmethyl)-5-oxo-8-(3-(trifluoromethyl)phenyl)-1,2,3,5-tetrahydroimidazo[1,2-a]pyridine-3-carboxylic acid) C(CCCCCCN1CC(N2C1=C(C(=C(C2=O)Cl)CC2=CC=CC1=CC=CC=C21)C2=CC(=CC=C2)C(F)(F)F)C(=O)O)N2CC(N1C2=C(C(=C(C1=O)Cl)CC1=CC=CC2=CC=CC=C12)C1=CC(=CC=C1)C(F)(F)F)C(=O)O